isopropoxyethan-1-one C(C)(C)OC(C)=O